4-(5-chloro-2-methoxy-phenyl)-N-[6-(4-cyano-4-methyl-1-piperidinyl)thiazolo[4,5-b]pyrazin-2-yl]-6-methyl-pyridine-3-carboxamide ClC=1C=CC(=C(C1)C1=C(C=NC(=C1)C)C(=O)NC=1SC=2C(=NC=C(N2)N2CCC(CC2)(C)C#N)N1)OC